distearyl-sebacamide C(CCCCCCCCCCCCCCCCC)C(C(=O)N)(CCCCCCCC(=O)N)CCCCCCCCCCCCCCCCCC